F[P-](F)(F)(F)(F)F.C(C)(=O)O.[Li+] lithium acetate hexafluorophosphate